N-Isopropyl-N-(2-(1'-(p-tolyl)-1'H-[1,2'-biimidazol]-5'-yl)ethyl)propan-2-amine C(C)(C)N(C(C)C)CCC1=CN=C(N1C1=CC=C(C=C1)C)N1C=NC=C1